2-[[5-(4-cyclopropyl-6-methoxy-pyrimidin-5-yl)-3-[[3-methyl-4-[1-methyl-4-(trifluoromethyl)imidazol-2-yl]phenyl]methyl]pyrazolo[4,3-d]pyrimidin-1-yl]methoxy]ethyl-trimethyl-silane C1(CC1)C1=NC=NC(=C1C=1N=CC2=C(N1)C(=NN2COCC[Si](C)(C)C)CC2=CC(=C(C=C2)C=2N(C=C(N2)C(F)(F)F)C)C)OC